COC([C@H](CCC(=O)O)NC(C1=CC=C(C=C1)N(C(C(F)(F)F)=O)CC=1N=C2C(NC(=NC2=NC1)NC(C(C)C)=O)=O)=O)=O (S)-5-methoxy-5-oxo-4-(4-(2,2,2-trifluoro-N-((2-isobutyramido-4-oxo-3,4-dihydropteridin-6-yl)methyl)acetamido)benzamido)pentanoic acid